(1S,2S)-5-((2-methyl-[1,1'-biphenyl]-3-yl)methoxy)-1-((2-(methylsulfonyl)ethyl)amino)-2,3-dihydro-1H-inden-2-ol CC1=C(C=CC=C1COC=1C=C2C[C@@H]([C@H](C2=CC1)NCCS(=O)(=O)C)O)C1=CC=CC=C1